[Er].CC(C(C(C(C)(C)C)=O)=O)CCC.CC(C(C(C(C)(C)C)=O)=O)CCC.CC(C(C(C(C)(C)C)=O)=O)CCC tri(tetramethyl-heptanedione) erbium